CC=1C=C(C=CC1C)N1N=CC(=C1)\C=C/1\C(NC(S1)=O)=O (5Z)-5-[[1-(3,4-dimethylphenyl)pyrazol-4-yl]methylene]thiazolidine-2,4-dione